ClC1=CC(=C(C=C1C)C1=NN=C(C=2N1C=CN2)N2CCC1C2CN(CC1)C)OC 5-(4-chloro-2-methoxy-5-methylphenyl)-8-(6-methyloctahydro-1H-pyrrolo[2,3-c]pyridin-1-yl)imidazo[1,2-d][1,2,4]triazine